tributyl-hexyl-phosphine bis(trifluoromethanesulfonyl)imide salt [N-](S(=O)(=O)C(F)(F)F)S(=O)(=O)C(F)(F)F.C(CCC)C(CCCCCP)(CCCC)CCCC